trans-4-((3-(1-Cyclopropyl-1H-pyrazol-4-yl)phenyl)((trans-4-(4-methoxy-3-methylphenyl)cyclohexyl)methyl)carbamoyl)cyclohexyl (4-(dimethylamino)butyl)carbamate CN(CCCCNC(O[C@@H]1CC[C@H](CC1)C(N(C[C@@H]1CC[C@H](CC1)C1=CC(=C(C=C1)OC)C)C1=CC(=CC=C1)C=1C=NN(C1)C1CC1)=O)=O)C